O.O.I(=O)(=O)(=O)[O-].[Na+] sodium periodate dihydrate